2-chloro-N-(6-fluoro-[1,2,4]triazolo[4,3-a]pyridin-7-yl)acetamide ClCC(=O)NC1=CC=2N(C=C1F)C=NN2